O1CCN(CC1)[C@H]1C[C@H](C1)NC([O-])=O (cis-3-morpholinocyclobutyl)carbamate